C(#N)CC(C)(C1=CN=C(N1)C1=C(C=CC(=C1)OC=1C(=C2C=CNC2=CC1F)S(=O)(=O)C)F)C=1C=C(C=CC1)CCC(=O)OCC Ethyl 3-(3-(1-cyano-2-(2-(2-fluoro-5-((6-fluoro-4-(methylsulfonyl)-1H-indol-5-yl)oxy)phenyl)-1H-imidazol-5-yl)propan-2-yl)phenyl)propanoate